6-(1-(1-acetylpiperidin-4-yl)-5-methyl-1H-pyrazol-4-yl)-4-((3-fluoropyridin-2-yl)thio)pyrazolo[1,5-a]pyridine-3-carbonitrile C(C)(=O)N1CCC(CC1)N1N=CC(=C1C)C=1C=C(C=2N(C1)N=CC2C#N)SC2=NC=CC=C2F